CN(CCC(C)=O)C 4-(dimethylamino)butan-2-one